4-((2S,4S)-2-(ethoxymethyl)-4-(4-(trifluoromethyl)phenoxy)pyrrolidin-1-yl)benzoic acid C(C)OC[C@H]1N(C[C@H](C1)OC1=CC=C(C=C1)C(F)(F)F)C1=CC=C(C(=O)O)C=C1